FC1=C(C=CC(=C1[C@H]1N([C@@H](CC2=C1NC1=CC=CC=C21)C)CC(F)(F)F)OC)NCCNCCCF N1-(2-fluoro-4-methoxy-3-((1R,3R)-3-methyl-2-(2,2,2-trifluoroethyl)-2,3,4,9-tetrahydro-1H-pyrido[3,4-b]indol-1-yl)phenyl)-N2-(3-fluoropropyl)ethane-1,2-diamine